[Si](C1=CC=CC=C1)(C1=CC=CC=C1)(C(C)(C)C)OCCCCN(C(CCCCC(=O)OC1CCCCCCCCCCCCCC1)CCCCC(=O)OC1CCCCCCCCCCCCCC1)C Dicyclopentadecyl 6-((4-((tert-butyldiphenylsilyl)oxy)butyl)(methyl)amino)-undecanedioate